FC1=C(C=C(C(=C1)[N+](=O)[O-])F)C=CC#N 3-(2,5-difluoro-4-nitrophenyl)acrylonitrile